N=1N(N=CC1)C1=C(C=C(C=N1)NC(C1=CN=C(C=C1OC)C1=C(C=C(C=C1)F)Cl)=O)C(F)(F)F N-(6-(2H-1,2,3-triazol-2-yl)-5-(trifluoromethyl)pyridin-3-yl)-6-(2-chloro-4-fluorophenyl)-4-methoxynicotinamide